3-(((6-(4-hydroxyphenyl)-1-(tetrahydro-2H-pyran-2-yl)-1H-pyrazolo[3,4-d]pyrimidin-4-yl)oxy)methyl)azetidine-1-carboxylic acid tert-butyl ester C(C)(C)(C)OC(=O)N1CC(C1)COC1=C2C(=NC(=N1)C1=CC=C(C=C1)O)N(N=C2)C2OCCCC2